ClC=1C(=CC(=C(C1)C1=C(C=C(C=C1)F)C(F)(F)F)F)C(=O)NC=1C=NC(=C(C1)Cl)N1N=CC=N1 5-chloro-N-(5-chloro-6-(2H-1,2,3-triazol-2-yl)pyridin-3-yl)-2,4'-difluoro-2'-(trifluoromethyl)-[1,1'-biphenyl]-4-carboxamide